perfluoro(decalin) FC1(C(C(C(C2(C(C(C(C(C12F)(F)F)(F)F)(F)F)(F)F)F)(F)F)(F)F)(F)F)F